6-(3-((2-(Difluoromethoxy)-6-methylpyridin-3-yl)carbamoyl)-3-(2-isopropylphenyl)azetidin-1-yl)pyridazin FC(OC1=NC(=CC=C1NC(=O)C1(CN(C1)C1=CC=CN=N1)C1=C(C=CC=C1)C(C)C)C)F